1-Methyl-N-[2-methyl-5-({4-[methyl(piperidin-1-ylacetyl)amino]phenyl}-carbamoyl)phenyl]-1H-imidazole-5-carboxamide CN1C=NC=C1C(=O)NC1=C(C=CC(=C1)C(NC1=CC=C(C=C1)N(C(CN1CCCCC1)=O)C)=O)C